(R)-(3-aminopiperidin-1-yl)(2-(1-(cyclopropylmethyl)-1H-indol-2-yl)-4-(2-hydroxyethyl)-3-methylbenzo[b]thiophen-6-yl)methanone N[C@H]1CN(CCC1)C(=O)C=1C=C(C2=C(SC(=C2C)C=2N(C3=CC=CC=C3C2)CC2CC2)C1)CCO